7-Benzofurancarboxamide O1C=CC2=C1C(=CC=C2)C(=O)N